1-(2-(4-Methylpiperazin-2-yl)benzyl)-2-thioxo-1,2,3,5-tetrahydro-4H-pyrrolo[3,2-d]pyrimidin-4-one CN1CC(NCC1)C1=C(CN2C(NC(C3=C2C=CN3)=O)=S)C=CC=C1